C1(CC1)C1=C(C=CC(=C1)N1CCN(CC1)C)NC1=NC=C(C(=N1)NCCCN1C(CN(CCC1)C)=O)C(F)(F)F 1-(3-((2-((2-cyclopropyl-4-(4-methylpiperazin-1-yl)phenyl)amino)-5-(trifluoromethyl)pyrimidin-4-yl)amino)propyl)-4-methyl-1,4-diazepan-2-one